CC1=C(C=CC=C1NC(C1=NC=C(C(=C1)OC)CN1CCOCC1)=O)C1=C(C(=CC=C1)NC(C1=NC=C(C(=C1)OC)CN1CCOCC1)=O)C N,N'-(2,2'-dimethyl-[1,1'-biphenyl]-3,3'-diyl)bis(4-methoxy-5-(morpholinomethyl)picolinamide)